(1S,2R)-2-[Benzyl(methyl)amino]-1-(5-tert-butyl-2-pyridyl)-4-methyl-pentan-1-ol C(C1=CC=CC=C1)N([C@@H]([C@H](O)C1=NC=C(C=C1)C(C)(C)C)CC(C)C)C